(S)-2-chloro-4-((4-methoxy-5-(2,2,2-trifluoro-1-hydroxyethyl)pyrazolo[1,5-a]pyridin-3-yl)amino)-N-(methyl-d3)pyrimidine-5-carboxamide 2,2,2-trichloro-1-phenylethyl-acetate ClC(C(C1=CC=CC=C1)CC(=O)O)(Cl)Cl.ClC1=NC=C(C(=N1)NC=1C=NN2C1C(=C(C=C2)[C@@H](C(F)(F)F)O)OC)C(=O)NC([2H])([2H])[2H]